6-fluoro-7-methoxy-3-({[(3S)-1-(6-methylpyridin-3-yl)piperidin-3-yl][(2-methylpyridin-4-yl)methyl]amino}methyl)-1-(propan-2-yl)-1,4-dihydro-1,8-naphthyridin FC=1C=C2CC(=CN(C2=NC1OC)C(C)C)CN(CC1=CC(=NC=C1)C)[C@@H]1CN(CCC1)C=1C=NC(=CC1)C